N1=CN=C(C2=C1NC=C2)C=2C=CC(=NC2)N2CC1N(C(C2)C1)C(=O)OC(C)(C)C tert-butyl 3-(5-(7H-pyrrolo[2,3-d]pyrimidin-4-yl) pyridin-2-yl)-3,6-diazabicyclo[3.1.1]heptane-6-carboxylate